S1C=C(C=C1)C1(CC1)C=O 1-(thiophen-3-yl)cyclopropanecarboxaldehyde